tert-butyl 4-(difluoromethyl)piperidine-1-carboxylate FC(C1CCN(CC1)C(=O)OC(C)(C)C)F